[Cl-].O1COC2=C1C=CC=C2CC2(C(N=CC=C2)N2CCCCC2)C[NH3+] 3-benzodioxol-4-ylmethyl-[[2-(1-piperidinyl)-3-pyridinyl]methyl]ammonium chloride